methyl 6-(hydroxymethyl)-5-methoxypyrazine-2-carboxylate OCC1=C(N=CC(=N1)C(=O)OC)OC